7-(6-Ethoxy-carbonyl-6-methylheptyloxy)-2,2-dimethylheptanoic acid ethyl ester C(C)OC(C(CCCCCOCCCCCC(C)(C)C(=O)OCC)(C)C)=O